ethyl 10-benzyl-7,7-dimethyl-2-carbonyl-1,2,7,8,9,10-hexahydro-1,10-phenanthroline-3-carboxylate C(C1=CC=CC=C1)N1CCC(C2=CC=C3C=C(C(NC3=C12)=C=O)C(=O)OCC)(C)C